6-(4-chloro-3-cyclopropyl-3H-imidazo[4,5-c]pyridin-6-yl)-1-((1s,3s)-3-(piperidin-1-yl)cyclobutyl)-1'-pivaloyl-spiro[indolin-3,4'-piperidin]-2-one ClC1=NC(=CC2=C1N(C=N2)C2CC2)C2=CC=C1C(=C2)N(C(C12CCN(CC2)C(C(C)(C)C)=O)=O)C2CC(C2)N2CCCCC2